COC1CCC(CC1)C=CC=1N=C(SC1)NC(=O)C=1N(C=CC1)CC1=CC=NC=C1 N-(4-(2-((1s,4s)-4-methoxycyclohexyl)vinyl)thiazol-2-yl)-1-(pyridin-4-ylmethyl)-1H-pyrrole-2-carboxamide